1-(3-((5-(difluoromethyl)-2-((2-ethyl-4-(5-methyl-2,5-diazabicyclo[2.2.1]heptan-2-yl)phenyl)amino)pyrimidin-4-yl)amino)propyl)pyrrolidin-2-one FC(C=1C(=NC(=NC1)NC1=C(C=C(C=C1)N1C2CN(C(C1)C2)C)CC)NCCCN2C(CCC2)=O)F